5-(5-(3-chloro-1H-1,2,4-triazol-1-yl)-3-(ethylsulfonyl)pyridin-2-yl)-2-(trifluoromethyl)-[1,2,4]triazolo[1,5-a]pyrimidine ClC1=NN(C=N1)C=1C=C(C(=NC1)C1=NC=2N(C=C1)N=C(N2)C(F)(F)F)S(=O)(=O)CC